1-(9Z-hexadecoyl)-sn-glycero-3-phosphate C(CCCCCCCCCCCCCCC)(=O)OC[C@@H](O)COP(=O)(O)O